CCCCCCCCCCCCCCCCCCCCCCCC(=O)N[C@@H](CO[C@H]1[C@@H]([C@H]([C@H]([C@H](O1)CO)O)OS(=O)(=O)O)O)[C@@H](/C=C/CCCCCCCCCCCCC)O The molecule is a D-galactosyl-N-acylsphingosine having a sulfo group at the 3-position on the galactose ring and tetracosanoyl as the N-acyl group. It is a galactosylceramide sulfate and a N-acyl-beta-D-galactosylsphingosine. It is a conjugate acid of a 1-(3-O-sulfo-beta-D-galactosyl)-N-tetracosanoylsphingosine(1-).